C1(CCCC1)C1C(CCC1)O 2-CYCLOPENTYLCYCLOPENTANOL